(S)-2-((S)-5-chloro-8-((1-methyl-1H-1,2,3-triazol-4-yl)methoxy)-1-((2-oxopyrrolidin-1-yl)methyl)-1,2,3,4-tetrahydroisoquinoline-2-carbonyl)-N-methylpyrrolidine-1-carboxamide ClC1=C2CCN([C@@H](C2=C(C=C1)OCC=1N=NN(C1)C)CN1C(CCC1)=O)C(=O)[C@H]1N(CCC1)C(=O)NC